tert-butyl ((4-(4-(2,3-dihydro-1H-pyrrolo[3,4-c]pyridine-2-carboxamido)phenyl)piperidin-1-yl)sulfonyl)carbamate C1N(CC=2C=NC=CC21)C(=O)NC2=CC=C(C=C2)C2CCN(CC2)S(=O)(=O)NC(OC(C)(C)C)=O